COC=1C=C(C=CC1C)C1(COC1)NS(=O)C(C)(C)C N-(3-(3-methoxy-4-methylphenyl)oxetan-3-yl)-2-methylpropane-2-sulfinamide